[Na].O=S1(NC(C2=C1C=CC=C2)=O)=O 1,1-dioxo-1,2-benzisothiazol-3(2H)-one sodium salt